C[C@@H]1CN(C(=CC1)C=1C=CC2=C(N=C(S2)C2CN(C2)C)C1)C(=O)OC(C)(C)C (S)-tert-butyl 3-methyl-6-(2-(1-methylazetidin-3-yl)benzo[d]thiazol-5-yl)-3,4-dihydropyridine-1(2H)-carboxylate